[Si](C)(C)(C(C)(C)C)OC(CC=C)C=1C=C(N(N1)COCC[Si](C)(C)C)C(=O)OCC ethyl 5-[1-[tert-butyl(dimethyl)silyl]oxybut-3-enyl]-2-(2-trimethylsilylethoxymethyl)pyrazole-3-carboxylate